4-(4-methylpiperazin-1-yl)-N-(5-phenyl-1H-pyrazolo[3,4-b]pyridin-3-yl)benzamide CN1CCN(CC1)C1=CC=C(C(=O)NC2=NNC3=NC=C(C=C32)C3=CC=CC=C3)C=C1